CC=1C=C(C=C(C1OCCC)C)C=1C=C2CC([C@H](C2=CC1F)NC(O[C@@H]1CN2CCC1CC2)=O)(C)C (S)-quinuclidin-3-yl ((R)-5-(3,5-dimethyl-4-propoxyphenyl)-6-fluoro-2,2-dimethyl-2,3-dihydro-1H-inden-1-yl)carbamate